C(#C)C1=CC2=C(NC(=N2)[C@H](CC2=CC=CC=C2)N2C(N[C@@H](C2=O)C2=CC=C(C=C2)OCCO)=O)C=C1 (R)-3-[(S)-1-(5-ethynyl-1H-benzoimidazol-2-yl)-2-phenyl-ethyl]-5-[4-(2-hydroxy-ethoxy)-phenyl]-imidazoline-2,4-dione